2'-(4,4,5,5-tetramethyl-1,3,2-dioxaborolan-2-yl)spiro[dibenzo[b,d]silole-5,10'-dibenzo[b,e][1,4]oxasiline] CC1(OB(OC1(C)C)C1=CC2=C(OC3=C([Si]24C2=C(C5=C4C=CC=C5)C=CC=C2)C=CC=C3)C=C1)C